[Sn].[Ti].[Bi] bismuth titanium tin